N1(CCOCC1)C(=O)OC1CCC2C3CCC4CCCC4C3CCC2=C1 2,3,6,7,8,9,10,11,12,13,14,15,16,17-tetradecahydro-1H-cyclopenta[a]phenanthren-3-yl morpholine-4-carboxylate